4-Fluoro-2-isopropyl-5-(quinazolin-2-yl)benzene FC1=CC(=CC=C1C1=NC2=CC=CC=C2C=N1)C(C)C